FC1(CCC(CC1)CN1N=C(C(=C1C(=O)NC1=CC=CC(=N1)C(=O)N)C(F)(F)F)C)F 6-(1-((4,4-difluorocyclohexyl)methyl)-3-methyl-4-(trifluoromethyl)-1H-pyrazole-5-carboxamido)picolinamide